C(=O)(O)[Sn] carboxytin